sodium oxide lithium [Li+].[O-2].[Na+]